((2-((4-bromopyridin-2-yl)oxy)ethyl)(methyl)(oxo)-λ6-sulfanylidene)carbamate BrC1=CC(=NC=C1)OCCS(=O)(C)=NC([O-])=O